oxazolo[4,5-b]pyridine-7-carbonitrile O1C=NC2=NC=CC(=C21)C#N